ClC1=NNC(=C1NC(C1=C(C=C(C(=C1)F)C=1SC(=C(N1)CO)CC)O[C@H](C(F)(F)F)C)=O)C (S)-N-(3-chloro-5-methyl-1H-pyrazol-4-yl)-4-(5-ethyl-4-(hydroxymethyl)thiazol-2-yl)-5-fluoro-2-((1,1,1-trifluoropropan-2-yl)oxy)benzamide